N1(C=CC=C1)CCNC=1C2=C(N=C(N1)C(F)(F)F)SC(=C2)C N-(2-(1H-pyrrol-1-yl)ethyl)-6-methyl-2-(trifluoromethyl)thieno[2,3-d]pyrimidin-4-amine